S(=O)(=O)(O)CCC[N+]1=C2C=CC=CC2=C(C2=CC=CC=C12)C(=O)NCCCS(=O)(=O)O N10-(3-sulfopropyl)-N-(3-sulfopropyl)-acridinium-9-carboxamide